calcium magnesium zinc barium strontium [Sr].[Ba].[Zn].[Mg].[Ca]